2-((1R,4R)-4-aminocyclohexyl)acetonitrile hydrochloride Cl.NC1CCC(CC1)CC#N